C(C)(C)(C)OC(N[C@@H](C[C@H]1C(NCC1)=O)C(CO)=O)=O tert-butyl((S)-4-hydroxy-3-oxo 1-((S)-2-oxopyrrolidin-3-yl)butan-2-yl)carbamate